N-(3-amino-6-methoxy-9H-thioxanthen-9-yl)-2-oxo-6-(trifluoromethyl)-1,2-dihydropyridine-3-carboxamide NC=1C=CC=2C(C3=CC=C(C=C3SC2C1)OC)NC(=O)C=1C(NC(=CC1)C(F)(F)F)=O